tert-Butyl (R)-(3-((1-((4-amino-1-methyl-1H-benzo[d][1,2,3]triazol-6-yl)methoxy)-3-hydroxy propan-2-yl)carbamoyl)-6-chloroimidazo[1,2-b]pyridazin-8-yl)(methyl)carbamate NC1=CC(=CC=2N(N=NC21)C)COC[C@@H](CO)NC(=O)C2=CN=C1N2N=C(C=C1N(C(OC(C)(C)C)=O)C)Cl